N-((1R,3S)-3-((4-(7-fluoro-3-isopropyl-2-methyl-2H-indazol-5-yl)-5-methylpyridin-2-yl)carbamoyl)cyclohexyl)-2-methoxynicotinamide FC1=CC(=CC2=C(N(N=C12)C)C(C)C)C1=CC(=NC=C1C)NC(=O)[C@@H]1C[C@@H](CCC1)NC(C1=C(N=CC=C1)OC)=O